N1=C(C=CC=C1)C1(CCC1)O 1-(pyridin-2-yl)cyclobutan-1-ol